1-{5-[3-(2,1,3-benzoxadiazol-5-yl)-1,2,4-oxadiazol-5-yl]-1H-1,2,3-benzotriazol-1-yl}-2-methylpropan-2-ol N=1ON=C2C1C=CC(=C2)C2=NOC(=N2)C2=CC1=C(N(N=N1)CC(C)(O)C)C=C2